FC(CN1CCN(CC1)C1=CC=C2C(=N1)C(=CN2)NC(=O)NC2=CC=C(C=C2)C(F)(F)F)(F)F 1-(5-(4-(2,2,2-trifluoroethyl)piperazin-1-yl)-1H-pyrrolo[3,2-b]pyridin-3-yl)-3-(4-(trifluoromethyl)phenyl)urea